(1S)-1-Cyano-2-[4-(1-methyl-2-oxo-1,2-dihydroquinolin-7-yl)phenyl]ethyl-1,4-oxazepane-2-carboxamide C(#N)[C@H](CC1=CC=C(C=C1)C1=CC=C2C=CC(N(C2=C1)C)=O)C1(OCCCNC1)C(=O)N